2-(4-(cyclopropylmethoxy)-3-(dimethylamino)-6-oxopyridazin-1(6H)-yl)acetate C1(CC1)COC=1C(=NN(C(C1)=O)CC(=O)[O-])N(C)C